Cl.NC1=NC(=CC(=N1)C1=CCC2(CC(NC2)C(=O)O)CC1)O[C@@H](C(F)(F)F)C1=C(C=C(C=C1)Cl)C=1CCOCC1 8-(2-amino-6-((R)-1-(4-chloro-2-(3,6-dihydro-2H-pyran-4-yl)phenyl)-2,2,2-trifluoroethoxy)pyrimidin-4-yl)-2-azaspiro[4.5]dec-7-ene-3-carboxylic acid hydrochloride